tert-butyl 6-chloro-4-(cyclopropylamino)pyridine-3-carboxylate ClC1=CC(=C(C=N1)C(=O)OC(C)(C)C)NC1CC1